FC(=C1CCN(CC1)N)F 4-(difluoromethylene)piperidinamine